COC(C1=CC(=NC(=C1)OC(F)F)C#N)=O 2-cyano-6-(difluoromethoxy)isonicotinic acid methyl ester